N-((S)-1-(4-(4-methylthiazol-5-yl)benzeneYl)ethyl)pyrrolidine-2-carboxamide CC=1N=CSC1C1=CC=C(C=C1)[C@H](C)NC(=O)C1NCCC1